CC1=NC(=CC(=C1)C=1NC2=CC=C(C=C2C1C(C)C)C1CCN(CC1)C(CCN1CCOCC1)=O)C 1-(4-(2-(2,6-dimethylpyridin-4-yl)-3-isopropyl-1H-indol-5-yl)piperidin-1-yl)-3-morpholinopropan-1-one